C(CCCCCCC)N(CCCCCCCC)CN1N=NC2=C1C=CC=C2C(=O)O 1-[N,N-bis(1-octyl)aminomethyl]carboxybenzotriazoleN